methyl isocrotonate C(\C=C/C)(=O)OC